N-2-pyridyl-4-aminobenzenesulfonamide Silver salt [Ag].N1=C(C=CC=C1)NS(=O)(=O)C1=CC=C(C=C1)N